6-(7-(1-methyl-1H-pyrazol-4-yl)imidazo[1,2-a]pyridin-3-yl)-N-(4-(methylsulfonyl)phenyl)pyridin-2-amine CN1N=CC(=C1)C1=CC=2N(C=C1)C(=CN2)C2=CC=CC(=N2)NC2=CC=C(C=C2)S(=O)(=O)C